2-(6-amino-9H-purin-9-yl)-7-fluoro-quinazolin-4-yl dihydrogen phosphate P(=O)(OC1=NC(=NC2=CC(=CC=C12)F)N1C2=NC=NC(=C2N=C1)N)(O)O